O=CC(=O)C=O ketomethylglyoxal